C(CCC)P(=O)(OC(C(=O)O)CCC(=O)O)O 2-[[butylhydroxyphosphinyl]oxy]glutaric acid